CC=1C=C(CSCC2=CC(=C(C(=C2)C(C)(C)C)O)C)C=C(C1O)C(C)(C)C bis(3-methyl-4-hydroxy-5-t-butyl benzyl) sulfide